(R)-((3aS,4R,6R,6aR)-6-(((tert-butyldimethylsilyl)oxy)methyl)-2,2-dimethyltetrahydrofuro[3,4-d][1,3]dioxol-4-yl)(2-chloro-4-(methylamino)pyrrolo[2,1-f][1,2,4]triazin-7-yl)methanol [Si](C)(C)(C(C)(C)C)OC[C@H]1O[C@@H]([C@H]2[C@@H]1OC(O2)(C)C)[C@H](O)C2=CC=C1C(=NC(=NN12)Cl)NC